Indium Oleate C(CCCCCCC\C=C/CCCCCCCC)(=O)[O-].[In+3].C(CCCCCCC\C=C/CCCCCCCC)(=O)[O-].C(CCCCCCC\C=C/CCCCCCCC)(=O)[O-]